N1=C(C(=CC=C1)C(=O)NC1=CC=CC=C1)C1=NC=CC=C1C1=NC=CC=C1 terpyridyl-anilide